CC=1C(=C(C(C1)(C)[Zr]C1C=C(C=C1)C)C)C (tetramethylcyclopentadienyl)(3-methylcyclopentadienyl)zirconium